N-methylpyridine-2-sulfonamide CNS(=O)(=O)C1=NC=CC=C1